BrC1=CC=C(S1)C[C@@H](C#N)NC(OC(C)(C)C)=O tert-Butyl N-[(1S)-2-(5-bromothiophen-2-yl)-1-cyanoethyl]carbamate